Cl.FC(F)(F)N1C(NCC1)=O (trifluoromethyl)imidazolidin-2-one hydrochloride